N-succinyl-alanine CC(C(=O)O)N1C(=O)CCC1=O